[Sn].C(=C)C1=NC=CC=C1 vinylpyridine tin